COC(=O)C1=CC=C2C(=N1)N(C(=N2)CCO)C[C@H]2OCC2 (S)-2-(2-hydroxyethyl)-3-(oxetan-2-ylmethyl)-3H-imidazo[4,5-b]pyridine-5-carboxylic acid methyl ester